C(CCCCCCCC=CCC#CCCCCC)(=O)OC 9-Octadecen-12-ynoic acid, methyl ester